C(CCCCCCCCC)OCOCCCC(CC(CC(CC(CCC)C)C)C)C 4,6,8,10-tetramethyltridecyl decyloxymethyl ether